1-(1-oxo-5-((4-(thieno[2,3-d]pyrimidin-4-yl)piperazin-1-yl)methyl)isoindolin-2-yl)dihydropyrimidine-2,4(1H,3H)-dione O=C1N(CC2=CC(=CC=C12)CN1CCN(CC1)C=1C2=C(N=CN1)SC=C2)N2C(NC(CC2)=O)=O